FC(CCN[C@H](CO)[C@@H](C)OC1OCCCC1)F (2R,3R)-2-[(3,3-difluoropropyl)amino]-3-(oxan-2-yloxy)butan-1-ol